O=C(CCCCCCC(=O)OCC(CCCCCCCCCCCC)CCCCCCCCCCCC)CCCCCCC 2-Dodecyltetradecyl 8-Oxopentadecanoate